5-bromo-3,6-dimethylisoindolin-1-one BrC=1C=C2C(NC(C2=CC1C)=O)C